NC1=C(C=C(C=N1)NC(C(=O)N1[C@@H](CC[C@H](C1)C)C1=CC(=CC=C1)C(F)(F)F)=O)C N-(6-amino-5-methyl-3-pyridyl)-2-[(2S,5R)-5-methyl-2-[3-(trifluoromethyl)phenyl]-1-piperidyl]-2-oxo-acetamide